5-chloro-N-((1r,4r)-4-((3-(2-ethylpyridin-4-yl)-2-oxo-2,3-dihydro-1H-benzo[d]imidazol-1-yl)methyl)cyclohexyl)-2-methylnicotinamide ClC=1C=NC(=C(C(=O)NC2CCC(CC2)CN2C(N(C3=C2C=CC=C3)C3=CC(=NC=C3)CC)=O)C1)C